CON1N=CC2=CC=CC=C12 methoxy-1H-indazol